N-(4-bromophenyl)-3-phenylpropanamide BrC1=CC=C(C=C1)NC(CCC1=CC=CC=C1)=O